C(C)(C)(C)OC(=O)N1[C@@H](COCC1)C=1C=C(C=C2CCN(CC12)C(=O)N1C2CC(CC1CC2)=O)Cl (3R)-3-(2-(3-oxo-8-azabicyclo[3.2.1]octane-8-carbonyl)-6-chloro-1,2,3,4-tetrahydroisoquinolin-8-yl)morpholine-4-carboxylic acid tert-butyl ester